ClC=1C(=C(C=CC1)NC1=C(C(=O)NC2=CC(=C(C=C2)N2CCNCC2)C(F)(F)F)C=CC=C1)C ((3-chloro-2-methylphenyl)amino)-N-(4-(piperazin-1-yl)-3-(trifluoromethyl)phenyl)benzamide